3,4-dimethyl-3-hexene CC(CC)=C(CC)C